N-(1-(1-(2,4-bis(trifluoromethyl)phenyl)ethyl)-1H-pyrazol-4-yl)-2-(pyridin-2-yl)oxazole-4-carboxamide FC(C1=C(C=CC(=C1)C(F)(F)F)C(C)N1N=CC(=C1)NC(=O)C=1N=C(OC1)C1=NC=CC=C1)(F)F